4-Hydroxy-N-ethyl-N-methyltryptamine OC=1C=CC=C2NC=C(CCN(C)CC)C12